COC=1C=C2C(=CC=NC2=CC1OC)OC1=C(C=C(C=C1)NC(=O)NS(=O)(=O)CC1=C(C=C(C=C1)Cl)Cl)F 1-[4-(6,7-Dimethoxyquinolin-4-yloxy)-3-fluorophenyl]-3-[(2,4-dichlorobenzyl)sulfonyl]urea